hydroxylauric acid CCCCCCCCCCC(C(=O)O)O